2-(5-(N-(2-(2-(2-(2-Aminoethoxy)ethoxy)ethoxy)ethyl)-1-(isoquinolin-4-yl)piperidine-3-carboxamido)-2-oxopyridin-1(2H)-yl)acetic acid NCCOCCOCCOCCN(C(=O)C1CN(CCC1)C1=CN=CC2=CC=CC=C12)C=1C=CC(N(C1)CC(=O)O)=O